4-cyano-N-[4-[1,5-diethyl-8-oxabicyclo[3.2.1]octa-2,6-dien-3-yl]-2-(4,4-dimethylcyclohexen-1-yl)phenyl]-1-(2-trimethylsilylethoxymethyl)imidazole-2-carboxamide C(#N)C=1N=C(N(C1)COCC[Si](C)(C)C)C(=O)NC1=C(C=C(C=C1)C1=CC2(C=CC(C1)(O2)CC)CC)C2=CCC(CC2)(C)C